tert-butyl 4-(6-morpholino-5-nitro-1-oxoisoindolin-2-yl)piperidine-1-carboxylate O1CCN(CC1)C1=C(C=C2CN(C(C2=C1)=O)C1CCN(CC1)C(=O)OC(C)(C)C)[N+](=O)[O-]